CCCCCCCCC(CCCCCCC)O 9-Hexadecanol